3-Bromo-11,11-dimethyl-11H-benzo-[b]fluoren BrC1=CC=2C=3C=C4C(=CC3C(C2C=C1)(C)C)C=CC=C4